C(C)N1CCN(CC1)C=1C=CC(=NC1)NC1=NC=C(C(=N1)C1=CC2=NC=CC(=C2S1)C(C)C)F N-[5-(4-Ethylpiperazin-1-yl)pyridin-2-yl]-5-fluoro-4-(7-propan-2-ylthieno[3,2-b]pyridin-2-yl)pyrimidin-2-amine